COC(CC1CC2(C1)CCN(CC2)C(=O)OC(C)(C)C)=O tert-butyl 2-(2-methoxy-2-oxoethyl)-7-azaspiro[3.5]nonane-7-carboxylate